N-[(E)-(4-chloro-3-methoxy-phenyl)methyleneamino]Butane-2-amine ClC1=C(C=C(C=C1)\C=N\NC(C)CC)OC